CC1=CC=C(C=C1)C=CC(=O)C1=CC=C(C=C1)CCCC(=O)O 4-[4-[3-(4-Methylphenyl)prop-2-enoyl]phenyl]butanoic acid